(3S,5R)-3-aminomethyl-5-methyl-undecanoic acid NC[C@H](CC(=O)O)C[C@@H](CCCCCC)C